NC1=NC=2C=C(C=CC2C2=C1N=C(N2OCCCCNC)CCCC)P(C)(C)=O (4-amino-2-butyl-1-(4-(methylamino)butoxy)-1H-imidazo[4,5-c]quinolin-7-yl)dimethylphosphine oxide